(S)-(4,4-difluoro-1-isopropylpyrrolidin-2-yl)methanol FC1(C[C@H](N(C1)C(C)C)CO)F